(±)-N-(4-chloro-5-(trifluoromethyl)pyridin-2-yl)-1-fluoro-6,7,8,9-tetrahydro-5H-5,8-epiminocyclohepta[c]pyridine-10-carboxamide ClC1=CC(=NC=C1C(F)(F)F)NC(=O)N1C2CCC1CC=1C(=NC=CC12)F